C(C1=CC=CC=C1)N(C(C(O)C1CC1)=O)C1=C(C=CC=C1)NC(C1=C(C(=C(C(=C1F)F)F)F)F)=O N-(2-(N-benzyl-2-cyclopropyl-2-hydroxyacetamido)phenyl)-2,3,4,5,6-pentafluorobenzamide